FC=1C=C(C=CC1F)NC1(CCN(CC1)C(=O)OC(C)(C)C)CC(CO)O tert-butyl 4-((3,4-difluorophenyl)amino)-4-(2,3-dihydroxypropyl)piperidine-1-carboxylate